ClC=1C=C(C=CC1F)NC1=NC=NC2=CC(=C(C=C12)OC1CCN(CC1)CC(=O)N)OC 4-[(3-chloro-4-fluoro-phenyl)amino]-6-(1-aminocarbonylmethyl-piperidin-4-yloxy)-7-methoxy-quinazoline